Tri-dodecyl-Methyl-Ammonium C(CCCCCCCCCCC)[N+](C)(CCCCCCCCCCCC)CCCCCCCCCCCC